N,N'-bis(4-tert-butylphenyl)-1,8-diphenyl-N,N'-bis[4''-(2,4,4-trimethylpentan-2-yl)-1,1':4',1''-terphenyl-4-yl]-1,8-dihydrocarbazolo[4,3-c]carbazole-3,10-diamine C(C)(C)(C)C1=CC=C(C=C1)N(C=1C=C2C=3C4=C(C=CC3N=C2C(C1)C1=CC=CC=C1)C=1C2=CC(=CC(C2=NC1C=C4)C4=CC=CC=C4)N(C4=CC=C(C=C4)C4=CC=C(C=C4)C4=CC=C(C=C4)C(C)(CC(C)(C)C)C)C4=CC=C(C=C4)C(C)(C)C)C4=CC=C(C=C4)C4=CC=C(C=C4)C4=CC=C(C=C4)C(C)(CC(C)(C)C)C